C(C1=CC=CC=C1)(=O)OC[C@H]1N([C@@H]2C[C@@]2(C1)C)C(=O)OC(C)(C)C tert-Butyl (1R,3S,5R)-3-((benzoyloxy)methyl)-5-methyl-2-azabicyclo[3.1.0]hexane-2-carboxylate